5'-(difluoromethoxy)-2',6-dimethyl-[4,4'-bipyridine]-3-carboxylic acid FC(OC=1C(=CC(=NC1)C)C1=C(C=NC(=C1)C)C(=O)O)F